N,N-Dimethyl-iso-nonaneamide CN(C(CCCCCC(C)C)=O)C